O=C1NC(CCC1C=1C=C(OC2CCN(CC2)C2=CC=C(C=C2)[C@H]2C[C@H](CN(C2)C)NC(OC(C)(C)C)=O)C=CC1)=O tert-butyl ((3R,5R)-5-(4-(4-(3-(2,6-dioxopiperidin-3-yl)phenoxy)piperidin-1-yl)phenyl)-1-methyl-piperidin-3-yl)carbamate